NCCOC1=C2C=CN(C(C2=CN=C1)=O)CC=1N=C2N(C=C(C=C2)C)C1 5-(2-aminoethoxy)-2-((6-methylimidazo[1,2-a]pyridin-2-yl)methyl)-2,7-naphthyridin-1(2H)-one